C(=O)O.C(C)N1C(=NN=C(C1=O)N[C@H]1CN(CCC1)CC)C=1C(=CC2=C(CCO2)C1O)C 4-Ethyl-6-[[(3R)-1-ethyl-3-piperidyl]amino]-3-(4-hydroxy-6-methyl-2,3-dihydrobenzofuran-5-yl)-1,2,4-triazin-5-one, formic acid salt